[Si](C1=CC=CC=C1)(C1=CC=CC=C1)(C(C)(C)C)OC1CCN(CC1)C=1C2=C(N=CN1)NC=C2 4-(4-((tert-butyldiphenylsilyl)oxy)piperidin-1-yl)-7H-pyrrolo[2,3-d]pyrimidine